N-chlorosulfamic acid ClNS(O)(=O)=O